3-(5-bromopyrimidin-2-yl)-3,6-diazabicyclo[3.1.1]heptane-6-carboxylic acid tert-butyl ester C(C)(C)(C)OC(=O)N1C2CN(CC1C2)C2=NC=C(C=N2)Br